N-((6-((3R,5S)-3,5-Dimethylpiperazin-1-yl)pyridin-2-yl)methyl)-3-(pyrimidin-5-yl)-1H-pyrrolo[2,3-b]pyridin-4-amine C[C@@H]1CN(C[C@@H](N1)C)C1=CC=CC(=N1)CNC=1C2=C(N=CC1)NC=C2C=2C=NC=NC2